toluene hydride [H-].CC1=CC=CC=C1